ClC=1C=C(C=C(C1)Cl)NC=1N=CC2=C(N1)N(C=C2C2=CC=C(C=C2)CN2CCN(CC2)C)[C@@H]2CC[C@H](CC2)O trans-4-(2-((3,5-Dichlorophenyl)amino)-5-(4-((4-methylpiperazin-1-yl)methyl)phenyl)-7H-pyrrolo[2,3-d]pyrimidin-7-yl)cyclohexan-1-ol